ClC=1C=C(C(=NC1)OC)S(=O)(=O)NC1=C(C(=C(C=C1)F)C1=CC2=C(N=C(N=C2)NC2CC2)N2C1=NN=C2)F 5-chloro-N-(3-(2-(cyclopropylamino)-[1,2,4]triazolo[4',3':1,6]pyrido[2,3-d]pyrimidin-6-yl)-2,4-difluorophenyl)-2-methoxypyridine-3-sulfonamide